selenomorphine C1=CC([SeH])=C2C=3[C@@]45[C@@H](O2)[C@@H](O)C=C[C@H]4[C@@H](CC13)N(C)CC5